N-((2-(6-(([1,3]dioxolo[4,5-b]pyridin-6-ylmethyl)amino)pyridin-2-yl)-1,6-naphthyridin-7-yl)methyl)-5-(methylsulfonyl)nicotinamide O1COC2=NC=C(C=C21)CNC2=CC=CC(=N2)C2=NC1=CC(=NC=C1C=C2)CNC(C2=CN=CC(=C2)S(=O)(=O)C)=O